CC=1C(=NC(=NC1)NC1=CC=C(C=C1)N1CCN(CC1)C)NC=1C=C(C=CC1)S(=O)(=O)N 3-((5-methyl-2-((4-(4-methylpiperazin-1-yl)phenyl)amino)pyrimidin-4-yl)amino)benzenesulfonamide